N-(6-(5-((3-Methylpyridin-2-yl)amino)-1,2,4-thiadiazol-3-yl)pyridin-3-yl)acetamide CC=1C(=NC=CC1)NC1=NC(=NS1)C1=CC=C(C=N1)NC(C)=O